NC1=C2C(=NC=N1)N(N=C2C=2C=NC(=C(C#N)C2)OC(C)C)[C@@H](C)C=2N=C1N(C(C2C2=CC(=CC=C2)F)=O)C(=CS1)C (S)-5-(4-amino-1-(1-(6-(3-fluorophenyl)-3-methyl-5-oxo-5H-thiazolo[3,2-a]pyrimidin-7-yl)ethyl)-1H-pyrazolo[3,4-d]pyrimidin-3-yl)-2-isopropoxynicotinonitrile